2-bromo-1,3-dimethyl-4-nitrobenzene BrC1=C(C=CC(=C1C)[N+](=O)[O-])C